(S)-3-(((S)-tert-butylsulfinyl)amino)-3-(4-iodo-3-methylisoxazol-5-yl)propanoic acid C(C)(C)(C)[S@](=O)N[C@@H](CC(=O)O)C1=C(C(=NO1)C)I